C(C)OP(=O)(OCC)CCCOC1=C(C(=C(C=C1)C12CC3CC(CC(C1)C3)C2)F)F 1-[4-(3-diethoxyphosphoryl-propoxy)-2,3-difluoro-phenyl]adamantane